NC1=C(C=C(N=N1)C1=C(C=CC=C1)O)N1CC2CCC(C1)N2C2=CC(=NC=C2)C#CCN2C1CC(C(C2)C1)(F)F 2-[6-amino-5-[8-[2-[3-(5,5-difluoro-2-azabicyclo[2.2.1]heptan-2-yl)prop-1-ynyl]-4-pyridinyl]-3,8-diazabicyclo[3.2.1]oct-3-yl]pyridazin-3-yl]phenol